C(C1=CC=CC=C1)(=O)C1=CC=C(C=C1)SC1=CC=C(C=C1)C(C(C)(S(=O)(=O)C1=CC=C(C=C1)C)C)=O 1-[4-(4-benzoylphenylmercapto)phenyl]-2-methyl-2-(4-methylphenylsulfonyl)propan-1-one